C12CCC(CC1)N2CC(=O)NC=2C=C(C(=NC2)C)C=2N1C(SC2C=2C=NN(C2)CCOC)=C(C=N1)C(=O)N (5-(2-(7-azabicyclo[2.2.1]heptan-7-yl)acetamido)-2-methylpyridin-3-yl)-2-(1-(2-methoxyethyl)-1H-pyrazol-4-yl)pyrazolo[5,1-b]thiazole-7-carboxamide